CC1=C(CS(=O)(=O)C=2OC(=NN2)C=2N=C(SC2)C2=C(C=CC=C2)C)C=CC=C1 2-((2-methylbenzyl)sulfonyl)-5-(2-(o-tolyl)thiazol-4-yl)-1,3,4-oxadiazole